C(C)(C)(C)N1[C@H]([C@@H](CC1)N)C1=CC(=C(C=C1)Cl)F |r| racemic-(2S,3R)-1-tert-butyl-2-(4-chloro-3-fluorophenyl)pyrrolidin-3-amine